4-[2-(difluoromethyl)-6-(methylcarbamoyl)-3-pyridinyl]Piperazine-1-carboxylic acid FC(C1=NC(=CC=C1N1CCN(CC1)C(=O)O)C(NC)=O)F